Cl.N1C(CC1)C(C)(C)O 2-(azetidin-2-yl)propan-2-ol hydrogen chloride